C(C)(C)(C)OC(=O)N1C[C@@H]([C@H](CC1)OC1CNC1)F (3s,4s)-4-(azetidin-3-yloxy)-3-fluoro-piperidine-1-carboxylic acid tert-butyl ester